6-((2R,6S)-2-(1-cyclopropyl-1H-pyrazol-4-yl)-6-methylmorpholino)-8-(2-fluoro-4-methoxyphenyl)-3-methyl-2-(trifluoromethyl)pyrimido[5,4-d]pyrimidin-4(3H)-one C1(CC1)N1N=CC(=C1)[C@H]1O[C@H](CN(C1)C=1N=C(C=2N=C(N(C(C2N1)=O)C)C(F)(F)F)C1=C(C=C(C=C1)OC)F)C